sec-butylalcohol C(C)(CC)O